8-(6-tert-butyl-5-hydroxypyridin-3-yl)-3-methyl-6-oxo-2H,3H,4H,6H-pyrimido[2,1-b][1,3]thiazine-7-carbonitrile C(C)(C)(C)C1=C(C=C(C=N1)C=1N=C2SCC(CN2C(C1C#N)=O)C)O